1,2-hexylene glycol C(C(CCCC)O)O